(1-((1R,2S,5R)-2-isopropyl-5-methylcyclohexyl)-1H-1,2,3-triazole-4-yl)(4-methoxyphenyl)methanone C(C)(C)[C@H]1[C@@H](C[C@@H](CC1)C)N1N=NC(=C1)C(=O)C1=CC=C(C=C1)OC